tert-butyl (2S)-2-(tert-butoxycarbonylamino)-4-sulfanyl-butanoate C(C)(C)(C)OC(=O)N[C@H](C(=O)OC(C)(C)C)CCS